NC(CCC(=O)O)CC1=CNC2=CC=CC=C12 4-amino-5-(3-indolyl)-pentanoic acid